1-methyl-1-[7-(trimethylammonio)heptyl]piperidinium C[N+]1(CCCCC1)CCCCCCC[N+](C)(C)C